ethyl 2-(5-bromo-2-oxo-4-(trifluoromethyl)pyridin-1(2H)-yl)-5-methylhexanoate BrC=1C(=CC(N(C1)C(C(=O)OCC)CCC(C)C)=O)C(F)(F)F